3-(6-(Bromomethyl)-5-fluoropyridin-3-yl)piperidine-2,6-dione BrCC1=C(C=C(C=N1)C1C(NC(CC1)=O)=O)F